NC1=CC=C(OCCOCCOCCOCCOCCOCCN2CCC(CC2)N2CCN(CC2)CCOCCOCCOCCOCCOCCNC(OC(C)(C)C)=O)C=C1 tert-butyl N-[17-(4-{1-[17-(4-aminophenoxy)-3,6,9,12,15-pentaoxaheptadecan-1-yl]piperidin-4-yl}piperazin-1-yl)-3,6,9,12,15-pentaoxaheptadecan-1-yl]carbamate